N1(CCCC1)CCNC(=O)OC(C(=O)O)CCCCCC (((2-(pyrrolidin-1-yl)ethyl)carbamoyl)oxy)octanoic acid